1-(6-(3-chloro-5-fluoro-4-hydroxyphenyl)-4-(4-(2-(dimethylamino)ethyl)-cyclohexylamino)-1,5-naphthyridin-3-yl)ethanone ClC=1C=C(C=C(C1O)F)C=1N=C2C(=C(C=NC2=CC1)C(C)=O)NC1CCC(CC1)CCN(C)C